tert-butyl N-[2-[4-(3-aminopyrazol-1-yl)phenyl]-2,2-difluoro-ethyl]-N-methylcarbamate NC1=NN(C=C1)C1=CC=C(C=C1)C(CN(C(OC(C)(C)C)=O)C)(F)F